N-[2,2-dimethyl-3-(dimethylamino)propyl]acrylamide CC(CNC(C=C)=O)(CN(C)C)C